[Si](C1=CC=CC=C1)(C1=CC=CC=C1)(C(C)(C)C)OCC(CO)(CCO)C(F)(F)F 2-(((tert-butyldiphenylsilyl)oxy)methyl)-2-(trifluoromethyl)butane-1,4-diol